γ-methylacryloxypropyl-ethoxydiethyl-silane CC=CC(=O)OCCC[Si](CC)(CC)OCC